(E)-2-amino-1-(4-(2-amino-5-carbamoyl-1H-benzo[d]imidazol-1-yl)but-2-en-1-yl)-7-(3-hydroxypropoxy)-1H-benzo[d]imidazole-5-carboxamide NC1=NC2=C(N1C\C=C\CN1C(=NC3=C1C=CC(=C3)C(N)=O)N)C(=CC(=C2)C(=O)N)OCCCO